N-(1-isopropylpiperidin-4-yl)-5-(8-methoxy-[1,2,4]triazolo[1,5-a]pyridin-6-yl)-4-(2,2,2-trifluoroethyl)-1H-pyrazole-3-carboxamide C(C)(C)N1CCC(CC1)NC(=O)C1=NNC(=C1CC(F)(F)F)C=1C=C(C=2N(C1)N=CN2)OC